C1=CC=C2C(=C1)C=CC=C2C(=O)O.C1=CC=C2C(=C1)C=CC=C2C(=O)O.[Co] cobalt naphthalate